1-[5-ethylsulfonyl-6-[1-oxo-6-(trifluoromethoxy)isoindolin-2-yl]-3-pyridinyl]cyclopropanecarbonitrile C(C)S(=O)(=O)C=1C=C(C=NC1N1C(C2=CC(=CC=C2C1)OC(F)(F)F)=O)C1(CC1)C#N